C1(CC1)C=1C=C(OC=2C(=C3C(=NC2)CCC(O3)(C)C)C(=O)NCC(F)C3=C(C=C(C=C3)Cl)Cl)C=CC1 7-(3-cyclopropylphenoxy)-N-[2-(2,4-dichlorophenyl)-2-fluoro-ethyl]-2,2-dimethyl-3,4-dihydropyrano[3,2-b]pyridine-8-carboxamide